5-(2,5-dichloropyrimidin-4-yl)furan-2-ylcyclopropane-1-carbonitrile ClC1=NC=C(C(=N1)C1=CC=C(O1)C1(CC1)C#N)Cl